C1(CCC1)C=1C(=NN(C1NC(N(CC(F)(F)F)C)=O)C)C1CC(C1)(F)F 3-(4-cyclobutyl-3-(3,3-difluorocyclobutyl)-1-methyl-1H-pyrazol-5-yl)-1-methyl-1-(2,2,2-trifluoroethyl)urea